C(#N)COC(=O)C1=NC(=C(C(=C1Cl)N)F)C1=CC=C2C=CNC2=C1F 4-amino-3-chloro-5-fluoro-6-(7-fluoro-1H-indol-6-yl)pyridine-2-ylcarboxylic acid cyanomethyl ester